N[C@@H](CCCCN)C(=O)O.CC(CC1=CC=C(C=C1)[C@H](C(=O)O)C)C |&1:19| (±)-2-[4-(2-Methylpropyl)phenyl]propanoic acid lysinate